tert-butyl 2-(3-isopropyl-1H-indol-5-yl)-5,5-dimethylmorpholine-4-carboxylate C(C)(C)C1=CNC2=CC=C(C=C12)C1CN(C(CO1)(C)C)C(=O)OC(C)(C)C